nicotinyl-aniline C(C1=CN=CC=C1)NC1=CC=CC=C1